(4-(morpholinosulfonyl)phenyl)acrylic acid ethyl ester C(C)OC(C(=C)C1=CC=C(C=C1)S(=O)(=O)N1CCOCC1)=O